P(=O)([O-])([O-])[O-].[S+2].[Na+].[Ca+2] calcium sodium sulphur phosphate